(1-(dimethylamino)ethyl)-5-(tetrahydro-2H-pyran-4-yl)pyridin-2-amine CN(C(C)C=1C(=NC=C(C1)C1CCOCC1)N)C